O[N-]O bishydroxyamide